(S)-2-((((9H-fluoren-9-yl)methoxy)carbonyl)amino)-3-(3-(((tert-butoxycarbonyl)amino)methyl)phenyl)propanoic acid C1=CC=CC=2C3=CC=CC=C3C(C12)COC(=O)N[C@H](C(=O)O)CC1=CC(=CC=C1)CNC(=O)OC(C)(C)C